2,2-dimethyltetrahydropyran-4-ol CC1(OCCC(C1)O)C